tert-butyl 2-(5-bromo-2-fluorophenyl)-2-{5-[2-(4,4-difluoropiperidin-1-yl)ethyl]-2-oxo-4-(trifluoromethyl)pyridin-1-yl}acetate BrC=1C=CC(=C(C1)C(C(=O)OC(C)(C)C)N1C(C=C(C(=C1)CCN1CCC(CC1)(F)F)C(F)(F)F)=O)F